5-Iodo-2-methyl-N-propylaniline IC=1C=CC(=C(NCCC)C1)C